C1(CCCC1)S(=O)(=O)C=1C=C(C(=O)O)C=CC1 3-(cyclopentylsulfonyl)benzoic acid